ClCC(=O)NCCCNC=1N=C(C2=C(N1)C=CO2)NC2CCN(CC2)C2CCCCC2 2-chloro-N-(3-((4-((1-cyclohexylpiperidin-4-yl)amino)furo[3,2-d]pyrimidin-2-yl)amino)propyl)acetamide